ClC1=C(C=2N=C(N=C(C2C(=N1)O[C@@H](C(F)F)C1C2CCC(CN1)N2C(=O)[O-])O)SC)F 2-((R)-1-((7-chloro-8-fluoro-4-hydroxy-2-(methylthio)pyrido[4,3-d]pyrimidin-5-yl)oxy)-2,2-difluoroethyl)-3,8-diazabicyclo[3.2.1]octane-8-carboxylate